OC[C@@H]1CN(C[C@H]1COC1=CC=C(C=C1)S(=O)(=O)C)CCC=1C=C(C#N)C=CC1 3-{2-[(3S,4S)-3-(hydroxymethyl)-4-[(4-methanesulfonylphenoxy)methyl]pyrrolidin-1-yl]ethyl}benzonitrile